1-cyclopropyl-6-fluoro-7-(4-(3-(methoxymethyl) benzyl)-piperazin-1-yl)-4-oxo-1,4-dihydroquinoline-3-carboxylate C1(CC1)N1C=C(C(C2=CC(=C(C=C12)N1CCN(CC1)CC1=CC(=CC=C1)COC)F)=O)C(=O)[O-]